FC[C@H]1NC(OC1)=O (S)-4-fluoromethyl-oxazolidin-2-one